tert-butyl 3-[2-[3-[[4-fluoro-3-(fluoromethylsulfonylamino)-2-piperidyl]methyl]phenyl]phenoxy]propanoate FC1C(C(NCC1)CC=1C=C(C=CC1)C1=C(OCCC(=O)OC(C)(C)C)C=CC=C1)NS(=O)(=O)CF